(3S,4r,5R)-3,4,5-tris(benzyloxy)-1-(2,6-difluoro-4-(pyrrolidin-1-yl)phenethyl)piperidine C(C1=CC=CC=C1)O[C@H]1CN(C[C@H](C1OCC1=CC=CC=C1)OCC1=CC=CC=C1)CCC1=C(C=C(C=C1F)N1CCCC1)F